C(C)(=O)ON1CCN(CCN(CCN(CC1)CC=O)OC(C)=O)OC(C)=O 10-oxoethyl-(1,4,7,10-tetraazacyclododecane-1,4,7-tri-yl) triacetate